5-(4-Methoxypiperidin-1-yl)-N-(6-(1-methyl-1H-pyrazol-4-yl)pyridin-2-yl)-2-(4-methylpiperazin-1-yl)oxazolo[4,5-b]pyridine-6-carboxamide COC1CCN(CC1)C1=C(C=C2C(=N1)N=C(O2)N2CCN(CC2)C)C(=O)NC2=NC(=CC=C2)C=2C=NN(C2)C